5-bromo-N,N-bis(4-methoxybenzyl)pyridin-2-amine BrC=1C=CC(=NC1)N(CC1=CC=C(C=C1)OC)CC1=CC=C(C=C1)OC